The molecule is a CDP-diacylglycerol in which both phosphatidyl acyl groups are specified as linoleoyl. It derives from a linoleic acid. It is a conjugate acid of a CDP-1,2-dilinoleoyl-sn-glycerol(2-). CCCCC/C=C\\C/C=C\\CCCCCCCC(=O)OC[C@H](COP(=O)(O)OP(=O)(O)OC[C@@H]1[C@H]([C@H]([C@@H](O1)N2C=CC(=NC2=O)N)O)O)OC(=O)CCCCCCC/C=C\\C/C=C\\CCCCC